β-homolysine N[C@@H](CCCCN)CC(=O)O